N-[3-[2-(difluoromethoxy)-5-(1-methylazetidin-3-yl)sulfonyl-phenyl]-1-methyl-pyrazol-4-yl]pyrazolo[1,5-a]pyrimidine-3-carboxamide FC(OC1=C(C=C(C=C1)S(=O)(=O)C1CN(C1)C)C1=NN(C=C1NC(=O)C=1C=NN2C1N=CC=C2)C)F